FC1=C(OC2=C(C=C(C=C2)NS(=O)(=O)C2=CC=C(C=C2)F)C2=CSC3=C2N=CNC3=O)C=CC(=C1)F N-(4-(2,4-difluorophenoxy)-3-(4-oxo-3,4-dihydrothieno[3,2-d]pyrimidin-7-yl)phenyl)-4-fluorobenzenesulfonamide